(7S)-7-(4-(5-fluoro-2-(tetrahydrofuran-3-yl)phenyl)piperidin-1-yl)-5-oxa-2-azaspiro[3.4]Octane FC=1C=CC(=C(C1)C1CCN(CC1)[C@@H]1COC2(CNC2)C1)C1COCC1